5-(3,5-dimethoxy-4-(2-(4-(piperidin-4-yloxy)piperidin-1-yl)ethyl)phenyl)-3,4-dimethyl-1-propylpyridin-2(1H)-one TFA salt OC(=O)C(F)(F)F.COC=1C=C(C=C(C1CCN1CCC(CC1)OC1CCNCC1)OC)C=1C(=C(C(N(C1)CCC)=O)C)C